(2R)-1-(prop-2-enoyl)-4-(3-{[4-(trifluoromethyl)phenyl]amino}pyrazin-2-yl)piperazine-2-carboxamide C(C=C)(=O)N1[C@H](CN(CC1)C1=NC=CN=C1NC1=CC=C(C=C1)C(F)(F)F)C(=O)N